glyceryl eicosanedioate isostearate C(CCCCCCCCCCCCCCC(C)C)(=O)O.C(CCCCCCCCCCCCCCCCCCC(=O)O)(=O)OCC(O)CO